(R)-4-((6-(2-methoxyethoxy)-1-methyl-1-(2-oxo-2-(thiazol-2-ylamino)ethyl)-1,2,3,4-tetrahydroisoquinolin-7-yl)oxy)benzoic acid COCCOC=1C=C2CCN[C@@](C2=CC1OC1=CC=C(C(=O)O)C=C1)(CC(NC=1SC=CN1)=O)C